1-(4-(4-morpholinyl-6-(5-(morpholinylmethyl)thiophen-2-yl)-1,3,5-triazin-2-yl)phenyl)-3-(pyrimidin-4-yl)urea N1(CCOCC1)C1=NC(=NC(=N1)C=1SC(=CC1)CN1CCOCC1)C1=CC=C(C=C1)NC(=O)NC1=NC=NC=C1